FC=1C=C(C=C(C1OC1=C2C(=NC=C1)N(C=C2C(F)(F)F)COCC[Si](C)(C)C)F)NC(=O)N[C@H](C)C2COC2 |r| (+/-)-1-(3,5-difluoro-4-{[3-(trifluoromethyl)-1-{[2-(trimethylsilyl)ethoxy]methyl}-1H-pyrrolo[2,3-b]pyridin-4-yl]oxy}phenyl)-3-[(1R)-1-(oxetan-3-yl)ethyl]urea